(S or R)-N-(1-(1-(2-(Azetidin-1-yl)pyrimidin-5-yl)ethyl)-1H-pyrazol-4-yl)-6-(5-methoxy-2-(1H-tetrazol-1-yl)phenyl)pyrazine-2-carboxamide N1(CCC1)C1=NC=C(C=N1)[C@H](C)N1N=CC(=C1)NC(=O)C1=NC(=CN=C1)C1=C(C=CC(=C1)OC)N1N=NN=C1 |o1:10|